3-(difluoromethyl)oxacyclobutan-3-amine hydrochloride Cl.FC(C1(COC1)N)F